C1(=CC=C(C=C1)C1=NC=NC(=N1)C1=CC=C(C=C1)C1=CC=CC=C1)C1=CC=CC=C1 4,6-bis(biphenyl-4-yl)-1,3,5-triazine